2-([1,1'-biphenyl]-4-yl)-4-(2-fluorophenyl)-6-phenyl-1,3,5-triazine C1(=CC=C(C=C1)C1=NC(=NC(=N1)C1=C(C=CC=C1)F)C1=CC=CC=C1)C1=CC=CC=C1